[(2S,5R)-5-(5-amino-7,9-difluoro[1,2,4]triazolo[1,5-c]quinazolin-2-yl)-2-methylpiperidin-1-yl][5-(2-hydroxypropan-2-yl)-4-methylpyridin-2-yl]methanone NC1=NC=2C(=CC(=CC2C=2N1N=C(N2)[C@@H]2CC[C@@H](N(C2)C(=O)C2=NC=C(C(=C2)C)C(C)(C)O)C)F)F